N1=NC=C(C=C1)C(=O)N pyridazine-4-carboxamide